3-(((R)-1-phenylbutyl)amino)-4,6,7,8-tetrahydropyrrolo[1,2-a]pyrazine-6-carboxylic acid C1(=CC=CC=C1)[C@@H](CCC)NC1=NC=C2N(C1)C(CC2)C(=O)O